ClC1=CC=C(C=N1)S(=O)(=O)C1=CC=C(C=C1)NC(=O)NCC1=CC=NC=C1 1-[4-(6-Chloro-pyridine-3-sulfonyl)-phenyl]-3-pyridin-4-ylmethyl-urea